N-t-butoxycarbonyl-phenylalanyl-amide C(C)(C)(C)OC(=O)N[C@@H](CC1=CC=CC=C1)C(=O)[NH-]